FC1(CN(CC12CN(C2)C(C=C)=O)C2=NC=1CC(CCC1C(=C2C#N)C2=C1C=NNC1=CC=C2C)C)F 2-(8,8-difluoro-2-(2-propenoyl)-2,6-diazaspiro[3.4]octan-6-yl)-7-methyl-4-(5-methyl-1H-indazol-4-yl)-5,6,7,8-tetrahydro-3-quinolinecarbonitrile